trans-methyl-1-propenyl disulphide CSSC=CC